trans-N1-(5-(3-chloroimidazo[1,2-a]pyrimidin-6-yl)pyrrolo[2,1-f][1,2,4]triazin-2-yl)cyclobutane-1,3-diamine ClC1=CN=C2N1C=C(C=N2)C=2C=CN1N=C(N=CC12)N[C@@H]1C[C@H](C1)N